C[C@@H]1CC[C@@H]2[C@H]([C@H]([C@@H](C=C2C1)O)C)CC[C@H](C[C@H](CC(=O)[O-])O)O The molecule is a hydroxy monocarboxylic acid anion that is the conjugate base of 3alpha-hydroxy-3,5-dihydromonacolin L acid, obtained by deprotonation of the carboxy group; major species at pH 7.3. It is a conjugate base of a 3alpha-hydroxy-3,5-dihydromonacolin L acid.